ethyl 2-[[(2S)-2-(tert-butoxycarbonylamino)propanoyl]amino]-3-(2,6-difluorobenzoyl)-5,6-dihydro-4H-cyclopenta[b]thiophene-5-carboxylate C(C)(C)(C)OC(=O)N[C@H](C(=O)NC1=C(C2=C(S1)CC(C2)C(=O)OCC)C(C2=C(C=CC=C2F)F)=O)C